4-[(2S,4S)-4-ethoxy-1-[(5-methoxy-7-methyl-1H-indol-4-yl)methyl]piperidin-2-yl]-3-(methylamino)benzoic acid C(C)O[C@@H]1C[C@H](N(CC1)CC1=C2C=CNC2=C(C=C1OC)C)C1=C(C=C(C(=O)O)C=C1)NC